5-{6-[(3R,5S)-3,5-dimethylpiperazin-1-yl]-1,8-naphthyridin-2-yl}-2,7-dimethylindazol-6-ol C[C@@H]1CN(C[C@@H](N1)C)C=1C=C2C=CC(=NC2=NC1)C1=CC2=CN(N=C2C(=C1O)C)C